C1(=CC=CC2=CC=CC=C12)CC(=O)N 2-(1-naphthyl)acetamide